ClC1=C(C(=CC=C1)Cl)/C(=N\NS(=O)(=O)C1=CC=C(C=C1)C)/N1C2(CC2)C(CC1)(F)F (E)-N'-((2,6-dichlorophenyl)(7,7-difluoro-4-azaspiro[2.4]heptan-4-yl)methylene)-4-methylbenzenesulfonohydrazide